cyclohexyl ((S)-(((2S,3S,4R,5R)-5-(4-amino-2-oxopyrimidin-1(2H)-yl)-2,4-difluoro-3-hydroxy-4-methyltetrahydrofuran-2-yl) methoxy) (phenoxy) phosphoryl)-L-alaninate NC1=NC(N(C=C1)[C@H]1[C@]([C@@H]([C@@](O1)(F)CO[P@](=O)(OC1=CC=CC=C1)N[C@@H](C)C(=O)OC1CCCCC1)O)(C)F)=O